tert-butyl 3-{1-[3-(trifluoromethyl)phenyl]piperidine-4-amido}pyrrolidine-1-carboxylate FC(C=1C=C(C=CC1)N1CCC(CC1)C(=O)NC1CN(CC1)C(=O)OC(C)(C)C)(F)F